C(C1=CC=CC=C1)SC1=CC(=C(C=C1)NC=1N=CC2=C(N1)N(C(C(=C2C)Br)=O)C2CCCC2)C 2-((4-(benzylthio)-2-methylphenyl)amino)-6-bromo-8-cyclopentyl-5-methylpyrido[2,3-d]pyrimidin-7(8H)-one